1-(1-azetidinyl)-2-(2-((3S)-3-(methylamino)-1-piperidinyl)-1H-benzimidazol-1-yl)ethanone mono(1,1-dimethylethyl)docosanediate CC(C)(C)OC(CCCCCCCCCCCCCCCCCCCCC(=O)O)=O.N1(CCC1)C(CN1C(=NC2=C1C=CC=C2)N2C[C@H](CCC2)NC)=O